ethyl (S)-4-(3-((tert-butoxycarbonyl)amino)-3-methylpyrrolidin-1-yl)-2-cyano-2'-methoxy-[3,4'-bipyridine]-5-carboxylate C(C)(C)(C)OC(=O)N[C@@]1(CN(CC1)C1=C(C(=NC=C1C(=O)OCC)C#N)C1=CC(=NC=C1)OC)C